tert-butyldimethyl((3-vinyltetrahydrofuran-3-yl)oxy)silane C(C)(C)(C)[Si](OC1(COCC1)C=C)(C)C